C(#N)C[C@@H]1N(CCN(C1)C1=NC(=NC=2CN(CCCC21)C2=C(C=CC1=CC=CC=C21)C)OC[C@H]2N(CCC2)C)C(=O)OCC2=CC=CC=C2 benzyl (2S)-2-(cyanomethyl)-4-[8-(2-methyl-1-naphthyl)-2-[[(2S)-1-methylpyrrolidin-2-yl]methoxy]-5,6,7,9-tetrahydropyrimido[4,5-c]azepin-4-yl]piperazine-1-carboxylate